N-(2-bromo-5-methoxyphenyl)-3-methoxybenzenesulfonamide BrC1=C(C=C(C=C1)OC)NS(=O)(=O)C1=CC(=CC=C1)OC